CC1=NN2C(CN(C3=C2C=CN=C3N)C)=C1 2,5-dimethyl-4,5-dihydropyrazolo[1,5-a]pyrido[3,4-e]pyrazin-6-amine